5-(8-((1S,2S)-2-(1-methyl-1H-indazol-6-yl)cyclopropyl)imidazo[1,2-b]pyridazin-6-yl)pyrimidine-2,4(1H,3H)-dione CN1N=CC2=CC=C(C=C12)[C@@H]1[C@H](C1)C=1C=2N(N=C(C1)C=1C(NC(NC1)=O)=O)C=CN2